ethyl (S)-3-(2',4'-difluorobiphenyl-3-yl)-3-(3-(4-hydroxy-6-methyl-2-oxo-1,2-dihydropyridin-3-yl)ureido)propanoate FC1=C(C=CC(=C1)F)C1=CC(=CC=C1)[C@H](CC(=O)OCC)NC(=O)NC=1C(NC(=CC1O)C)=O